4-({4-carboxy-2',4'-dichloro-[1,1'-biphenyl]-3-yl}carbamoyl)-6-fluorobenzene C(=O)(O)C1=C(C=C(C=C1)C1=C(C=C(C=C1)Cl)Cl)NC(=O)C1=CC=CC(=C1)F